((3S,6R)-6-methylpiperidin-3-yl)methanol hydrochloride Cl.C[C@@H]1CC[C@@H](CN1)CO